CC1=NNC2=CN=C(C=C21)N2CCN(CC2)C2=CC=CC=C2 3-Methyl-5-(4-phenylpiperazin-1-yl)-1H-pyrazolo[3,4-c]pyridine